NC=1SC(=NN1)SC 2-amino-5-methylthio-1,3,4-thiadiazole